C1(CC1)C=1N=NN(C1)[C@H](C(=O)N1[C@@H](C[C@H](C1)O)C(=O)NCC1CCN(CC1)C1=NC=CC=C1C(=O)N)C(C)(C)C 2-[4-[[[(2S,4R)-1-[(2S)-2-(4-cyclopropyltriazol-1-yl)-3,3-dimethyl-butanoyl]-4-hydroxy-pyrrolidine-2-carbonyl]amino]methyl]-1-piperidyl]pyridine-3-carboxamide